2-[4-(4-cyclopropylimidazol-1-yl)phenyl]-4-methylsulfanyl-pyrimidine C1(CC1)C=1N=CN(C1)C1=CC=C(C=C1)C1=NC=CC(=N1)SC